((5-(4-fluorophenyl)-1,3,4-thiadiazol-2-yl)methyl)thio-2-methylphenol FC1=CC=C(C=C1)C1=NN=C(S1)CSC=1C(=C(C=CC1)O)C